C(C1=CC=CC=C1)OC(=O)NC1(CC(C1)O)C(=O)O Trans-1-{[(benzyloxy)carbonyl]amino}-3-hydroxycyclobutane-1-carboxylic acid